7-(4-(2-Fluoro-6-methylphenyl)piperazin-1-yl)-3-methyl-5-((3-methylpyrazin-2-yl)methyl)pyrido[2,3-b]pyrazin-6(5H)-one FC1=C(C(=CC=C1)C)N1CCN(CC1)C1=CC=2C(=NC(=CN2)C)N(C1=O)CC1=NC=CN=C1C